BrC=1C=C(C=CC1)N1N=NN=C1CN(C1CCCCC1)C N-((1-(3-bromophenyl)-1H-tetrazol-5-yl)methyl)-N-methylcyclohexanamine